5-Bromo-7-(6,6-difluoro-3-azabicyclo[3.1.0]hexane-3-yl)pyrazolo[1,5-a]pyridine BrC1=CC=2N(C(=C1)N1CC3C(C3C1)(F)F)N=CC2